methyl (Z)-4-hydroxy-2-oxo-4-phenylbut-3-enoate O\C(=C/C(C(=O)OC)=O)\C1=CC=CC=C1